Cl.NCC(O)C1=CC=C(C=C1)F 2-amino-1-(4-fluorophenyl)ethan-1-ol HCl salt